(S)-N-(2-hydroxy-1-phenylethyl)-3-(pyridin-4-yl)-1,7-dihydroimidazo[4,5-f]indazole-6-carboxamide OC[C@H](C1=CC=CC=C1)NC(=O)C=1NC2=C(C=C3C(=NNC3=C2)C2=CC=NC=C2)N1